FC1=C(COC2=NC(N3C(N4[C@@H](COCC4)C3)=C2)=O)C=CC=C1F (R)-7-((2,3-difluorobenzyl)oxy)-3,4,11,11a-tetrahydropyrimido[6',1':2,3]imidazo[5,1-c][1,4]oxazin-9(1H)-one